deoxy-N-benzoyladenosine C(C1=CC=CC=C1)(=O)NC=1C=2N=CN([C@H]3C[C@H](O)[C@@H](CO)O3)C2N=CN1